NC1=NC=C(C2=C1C(=C(S2)C2=C(C=C(C=C2)NC(C(=C)C)=O)C)C2=CC(=C(C=C2)OC2=NC=CC(=N2)C)F)C2=NC=CC=N2 N-(4-(4-amino-3-(3-fluoro-4-((4-methylpyrimidin-2-yl)oxy)phenyl)-7-(pyrimidin-2-yl)thieno[3,2-c]pyridin-2-yl)-3-methylphenyl)methacrylamide